BrC(C(=O)C1=NC=C(C=C1)Cl)C 2-bromo-1-(5-chloro-2-pyridinyl)-1-propanone